tert-Butyl (S)-3-methyl-4-(m-tolyl)piperazine-1-carboxylate C[C@H]1CN(CCN1C=1C=C(C=CC1)C)C(=O)OC(C)(C)C